ClC1=CC=C(C=2N=CSC21)COC=2C(=CC(=C(C2)N2C(NC=1C(C2=O)=C(SC1)C(=O)O)=O)F)OC 3-(5-((7-chlorobenzo[d]thiazol-4-yl)methoxy)-2-fluoro-4-methoxyphenyl)-2,4-dioxo-1H-thieno[3,4-d]pyrimidine-5-carboxylic acid